FC1=CC=C(C=C1)N1N=C(C=C1)N 1-(4-fluorophenyl)-1H-pyrazol-3-amine